3,4,6-Tri-O-acetyl-2-azido-2-deoxy-D-glucopyranosyl trichloroacetimidate ClC(C(OC1[C@@H]([C@@H](OC(C)=O)[C@H](OC(C)=O)[C@H](O1)COC(C)=O)N=[N+]=[N-])=N)(Cl)Cl